C1(CC1)C1=NC=NC(=C1C1=NC=C2C(=N1)NN=C2)OC(F)F 6-(4-cyclopropyl-6-(difluoromethoxy)pyrimidin-5-yl)-1H-pyrazolo[3,4-d]pyrimidine